methyl (2R)-2-{[(1,2,3,5,6,7-hexahydro-s-indacen-4-yl)carbamoyl]amino}-3-methoxypropanoate C1CCC2=C(C=3CCCC3C=C12)NC(=O)N[C@@H](C(=O)OC)COC